ClC1=CC2=C(C=N1)C=NN2CC2=CC=C(C=C2)C=2N(C=C(N2)C(F)(F)F)CC 2-[4-({6-chloropyrazolo[4,3-c]pyridin-1-yl}methyl)phenyl]-1-ethyl-4-(trifluoromethyl)imidazole